N-(4-amino-1-((2-(trimethylsilyl)ethoxy)methyl)-1H-pyrazolo[4,3-c]pyridin-7-yl)-2-((2R,5S)-2-(4-((dimethylamino)methyl)phenyl)-5-methylpiperidin-1-yl)-2-oxoacetamide NC1=NC=C(C2=C1C=NN2COCC[Si](C)(C)C)NC(C(=O)N2[C@H](CC[C@@H](C2)C)C2=CC=C(C=C2)CN(C)C)=O